Methyl 5-((2-(4-((3-chloro-4-(trifluoromethoxy)benzyl)amino)butanamido)ethyl)amino)benzo[c][2,6]naphthyridine-8-carboxylate ClC=1C=C(CNCCCC(=O)NCCNC2=NC3=C(C4=CN=CC=C24)C=CC(=C3)C(=O)OC)C=CC1OC(F)(F)F